ClC1=CC=C(C=C1)NC(C(C)C)C1=C(C=C(C(=O)N[C@@H](CO)C2=CC=C(C=C2)S(=O)(=O)CC)C=C1)F 4-(1-((4-chlorophenyl)amino)-2-methylpropyl)-N-((R)-1-(4-(ethylsulfonyl)phenyl)-2-hydroxyethyl)-3-fluorobenzamide